C(C1=CC=CC=C1)N(C(=O)C1N(CCC1)S(=O)(=O)C1=CC=C(C)C=C1)C1CS(CC1)(=O)=O N-benzyl-N-(1,1-dioxidotetrahydrothiophen-3-yl)-1-tosylpyrrolidine-2-carboxamide